C(C)(C)OC=1C=C(C#N)C=C(C1)CN1N=C(C=C1)C=1C=C(C=CC1[N+](=O)[O-])C1=CC=CC=C1 3-isopropoxy-5-((3-(4-nitro-[1,1'-biphenyl]-3-yl)-1H-pyrazol-1-yl)methyl)benzonitrile